CC(C)C(C)(C)C(C)(C)C(C)(C)S tert-dodecanethiol